CC1(C=CC(=C(N1)C)C=1CCN(CC1)C(=O)OC(C)(C)C)C(=O)[O-] 1'-(tert-butyl) 6-methyl-2-methyl-3',6'-dihydro-[3,4'-bipyridine]-1',6(2'H)-dicarboxylate